C(#N)C(C)[Si](C)(C)N(CC)CC 1-cyanoethyl-(diethylamino)dimethylsilane